C(C)(C)(C)OC(=O)NCCCCCCC(=O)O 7-(N-t-butoxycarbonylamino)heptanoic acid